4-(6-(N-(6-(o-tolyl)-5-(trifluoromethyl)pyridin-2-yl)sulfamoyl)pyridin-2-yl)piperazine-1-carboxamide C1(=C(C=CC=C1)C1=C(C=CC(=N1)NS(=O)(=O)C1=CC=CC(=N1)N1CCN(CC1)C(=O)N)C(F)(F)F)C